2-{5-[(3R)-3-methylmorpholin-4-yl]-3-[1-(oxan-2-yl)-1H-pyrazol-5-yl]-[1,2]thiazolo[4,5-b]pyridin-7-yl}propan-2-ol C[C@H]1N(CCOC1)C1=CC(=C2C(=N1)C(=NS2)C2=CC=NN2C2OCCCC2)C(C)(C)O